2-(2,6-dioxopiperidin-3-yl)-5-((1-((1-(6-nitropyridin-3-yl)piperidin-4-yl)methyl)piperidin-4-yl)oxy)isoindoline-1,3-dione O=C1NC(CCC1N1C(C2=CC=C(C=C2C1=O)OC1CCN(CC1)CC1CCN(CC1)C=1C=NC(=CC1)[N+](=O)[O-])=O)=O